4-methyl-dichlorobenzene CC1=CC(=C(C=C1)Cl)Cl